2-(4-(tert-butyl)-1H-1,2,3-triazol-1-yl)-N-(4-(7-((1-isopropylpiperidin-4-yl)methoxy)-6-methoxyquinazolin-4-yl)phenyl)acetamide C(C)(C)(C)C=1N=NN(C1)CC(=O)NC1=CC=C(C=C1)C1=NC=NC2=CC(=C(C=C12)OC)OCC1CCN(CC1)C(C)C